6-(5-iodo-2-isopropyl-1,2,4-triazol-3-yl)bicyclo[3.1.0]hexane-3-ol IC=1N=C(N(N1)C(C)C)C1C2CC(CC12)O